2-((2S)-4-(6-(1,2-dihydroacenaphthylen-1-yl)-2-(((S)-1-methylpyrrolidin-2-yl)methoxy)-6,7-dihydro-5H-pyrrolo[3,4-d]pyrimidin-4-yl)piperazin-2-yl)acetonitrile C1(CC2=CC=CC3=CC=CC1=C23)N2CC=3N=C(N=C(C3C2)N2C[C@@H](NCC2)CC#N)OC[C@H]2N(CCC2)C